[BH4-].[Na+].OC1CCN(CC1)C(C(=O)OC)(C)C methyl 2-(4-hydroxypiperidin-1-yl)-2-methylpropanoate Sodium borohydride